COC=1C(=CC2=CC=CC=C2C1)C(=O)NCC1=CC=C(C=C1)B(O)O [4-[[(3-methoxynaphthalene-2-carbonyl)amino]methyl]phenyl]boronic acid